(S)-4-((2-fluoropyridin-3-yl)oxy)-N-(7-((1-hydroxycyclobutyl)ethynyl)-5-methyl-4-oxo-2,3,4,5-tetrahydrobenzo[b][1,4]oxazepin-3-yl)pyridineamide FC1=NC=CC=C1OC1=CC(=NC=C1)C(=O)N[C@@H]1C(N(C2=C(OC1)C=CC(=C2)C#CC2(CCC2)O)C)=O